(S)-1'-(6-((3-chloro-2-methylpyridin-4-yl)thio)-1,2,4-triazin-3-yl)-1,3-dihydrospiro[indene-2,4'-piperidin]-1-amine ClC=1C(=NC=CC1SC1=CN=C(N=N1)N1CCC2(CC1)[C@@H](C1=CC=CC=C1C2)N)C